C(C)=O monooxyethane